bis(5-amino-2-pyridinyl)-amine NC=1C=CC(=NC1)NC1=NC=C(C=C1)N